4-methyl-1H-pyrazole-1-carbamate CC=1C=NN(C1)NC(=O)[O-]